tert-butyl 3-(2-[(tetrahydro-1H-pyrrolizin-7a(5H)-yl)methoxy]-9-{[2-(trimethylsilyl)ethoxy]methyl}-9H-purin-6-yl)-3,8-diazabicyclo[3.2.1]octane-8-carboxylate C1CCN2CCCC12COC1=NC(=C2N=CN(C2=N1)COCC[Si](C)(C)C)N1CC2CCC(C1)N2C(=O)OC(C)(C)C